NC1=NC=CC=2N1C(=NC2C2CN(CC2)C(C=C)=O)C2=CC(=C(C=C2)OC2=NC=CC=C2)F 1-(3-(5-Amino-3-(3-fluoro-4-(pyridin-2-yloxy)phenyl)imidazo[1,5-c]pyrimidin-1-yl)pyrrolidin-1-yl)prop-2-en-1-one